2-(2-((3R,4R)-3-amino-4-fluoropiperidin-1-yl)-5-(trifluoromethoxy)-1H-benzo[d]imidazol-1-yl)-N,N-dimethylacetamide N[C@@H]1CN(CC[C@H]1F)C1=NC2=C(N1CC(=O)N(C)C)C=CC(=C2)OC(F)(F)F